P(=O)(OCCS(=O)CC)(OC)O.ClC(=C)Cl 2,2-Dichloroethylene 2-ethylsulfinylethyl methyl phosphate